3'-azidomethyl-3'-deoxyguanosine N(=[N+]=[N-])C[C@H]1[C@H]([C@@H](O[C@@H]1CO)N1C=NC=2C(=O)NC(N)=NC12)O